N-((4-isopropyl-1-oxo-2-(2-oxo-2-(pyrimidin-4-ylamino)ethyl)-1,2-dihydropyrrolo[1,2-d][1,2,4]triazin-7-yl)methyl)-N-methylacetamide C(C)(C)C1=NN(C(C=2N1C=C(C2)CN(C(C)=O)C)=O)CC(NC2=NC=NC=C2)=O